N1=C(C=CC=C1)C(C)=NNC(=S)N1CCCCC1 N'-(1-(pyridine-2-yl)ethylidene)piperidine-1-carbothiohydrazide